C(C)N1[C@H]([C@H](CC1)C1=CC=2C(=NC=CC2NC=2C=CC3=C(N=CS3)C2F)S1)C N-(2-((2S,3S)-1-ethyl-2-methylpyrrolidin-3-yl)thieno[2,3-b]pyridin-4-yl)-4-fluorobenzo[d]thiazol-5-amine